titanium (IV) tributyltin hydride C(CCC)[SnH](CCCC)CCCC.[Ti+4]